trans-7-(((1S,3S)-3-(ethoxycarbonyl)cyclobutyl)methyl)-3,4-dihydro-1,8-naphthyridine-1(2H)-carboxylic acid tert-butyl ester C(C)(C)(C)OC(=O)N1CCCC2=CC=C(N=C12)C[C@@H]1C[C@H](C1)C(=O)OCC